R-beta-hydroxybutyric acid, R-beta-hydroxybutyrate salt O[C@@H](CC(=O)O)C.O[C@@H](CC(=O)O)C